4,5-Dihydro-4-(1-hydroxy-2-naphthylhydrazono)-3-methyl-5-oxo-pyrazole OC1=C(C=CC2=CC=CC=C12)NN=C1C(=NNC1=O)C